7-[(2S,3R)-3-amino-2-methylazetidin-1-yl]-8-chloro-1-cyclopropyl-6-fluoro-4-oxoquinoline-3-carboxylic acid N[C@H]1[C@@H](N(C1)C1=C(C=C2C(C(=CN(C2=C1Cl)C1CC1)C(=O)O)=O)F)C